(Z)-3-fluoro-N-(3-(2-((4-(4-methylpiperazin-1-yl)phenyl)amino)quinazolin-8-yl)phenyl)acrylamide F\C=C/C(=O)NC1=CC(=CC=C1)C=1C=CC=C2C=NC(=NC12)NC1=CC=C(C=C1)N1CCN(CC1)C